5-amino-2-(2-amino-3-pyridyl)-6-(5-methyl-1-tetrahydropyran-2-yl-indazol-4-yl)pyrimidine-4-carboxamide NC=1C(=NC(=NC1C1=C2C=NN(C2=CC=C1C)C1OCCCC1)C=1C(=NC=CC1)N)C(=O)N